6-fluoro-2-methyl-4-(piperidin-4-yloxy)quinoline hydrochloride Cl.FC=1C=C2C(=CC(=NC2=CC1)C)OC1CCNCC1